CC1(N=NC=C1)S(=O)(=O)Cl 3-methylpyrazolesulfonyl chloride